ClC=1C(=NC=2NCCCC2C1)CCCCN(CC[C@@H](C(=O)O)NC1=NC=NC2=CC(=CC=C12)F)CCOC (S)-4-((4-(3-chloro-5,6,7,8-tetrahydro-1,8-naphthyridin-2-yl)butyl)(2-methoxyethyl)amino)-2-((7-fluoroquinazolin-4-yl)amino)butanoic acid